2-(2-bromo-4-chlorophenyl)acetic acid tert-butyl ester C(C)(C)(C)OC(CC1=C(C=C(C=C1)Cl)Br)=O